C(#N)CC1(CN(C1)C1CCN(CC1)C(=O)NC1=C(C(=O)OC)C=CC=C1)N1N=CC(=C1)C=1C2=C(N=CN1)NC=C2 methyl 2-{[(4-{3-(cyanomethyl)-3-[4-(7H-pyrrolo[2,3-d]pyrimidin-4-yl)-1H-pyrazol-1-yl]azetidin-1-yl}piperidin-1-yl)carbonyl]amino}benzoate